C(C1=CC=CC=C1)(=O)ON(CCC1=CC=C(C=C1)NC(C1=C(C=C(C(=C1)OC)OC)NC(=O)C=1OC2=CC=CC=C2C(C1)=O)=O)CC1=CC(=CC=C1)N1C=NC=C1 ((3-(1H-imidazol-1-yl) benzyl) (4-(4,5-dimethoxy-2-(4-oxo-4H-chromen-2-carboxamido) benzamido) phenethyl) amino) benzoate